vinylacetyl acrylate C(C=C)(=O)OC(CC=C)=O